N-((1,2,3,5,6,7-hexahydro-s-indacen-4-yl)carbamoyl)-6-methoxy-6-methyl-N-trityl-6,7-dihydro-5H-pyrazolo[5,1-b][1,3]oxazine-3-sulfonimidamide C1CCC2=C(C=3CCCC3C=C12)NC(=O)N(S(=O)(=N)C=1C=NN2C1OCC(C2)(C)OC)C(C2=CC=CC=C2)(C2=CC=CC=C2)C2=CC=CC=C2